NC(C(=O)C1(CCOCC1)NC(=O)[C@H]1N(C[C@H](C1)N1N=NC=C1C(C)(C)O)C([C@@H](CC1CCCCC1)NC(=O)NCC1=CC=CC=C1)=O)=O (2S,4S)-N-(4-(2-amino-2-oxoacetyl)tetrahydro-2H-pyran-4-yl)-1-((R)-2-(3-benzylureido)-3-cyclohexylpropionyl)-4-(5-(2-hydroxypropan-2-yl)-1H-1,2,3-triazol-1-yl)pyrrolidine-2-carboxamide